(S)-4-(6-bromo-4-(1-methyl-4-(methylsulfonyl)piperidin-4-yl)pyridin-2-yl)-3-ethyl-morpholine BrC1=CC(=CC(=N1)N1[C@H](COCC1)CC)C1(CCN(CC1)C)S(=O)(=O)C